NC1=NC=C(C(=N1)N)OC1=CC(=NC=C1C(C)C)C#N 4-((2,4-diamino-pyrimidin-5-yl)oxy)-5-isopropyl-2-cyanopyridine